COC1=CC=2C(CN3C(C2C=C1)=NC1=C3C=CC=C1)(C(=O)[O-])CC1OCCC1 3-methoxy-5-((tetrahydrofuran-2-yl)methyl)-5,6-dihydrobenzo[4,5]imidazo[2,1-a]isoquinoline-5-carboxylate